Methyl-d3 (S)-2-((S)-2-((((9H-fluoren-9-yl)methoxy)carbonyl)amino)-3-(1H-indol-3-yl)propanamido)-6-diazo-5-oxohexanoate C1=CC=CC=2C3=CC=CC=C3C(C12)COC(=O)N[C@H](C(=O)N[C@H](C(=O)OC([2H])([2H])[2H])CCC(C=[N+]=[N-])=O)CC1=CNC2=CC=CC=C12